FC1=CC=C(C=C1)CCN1C=NC2=CC=C(C=C2C1=O)OC1=CC(=NC=C1)C=1C=NN(C1)C 3-[2-(4-fluorophenyl)ethyl]-6-{[2-(1-methylpyrazol-4-yl)-4-pyridyl]oxy}quinazolin-4-one